ClC1=CC2=C(N(C(N=C2N2[C@H](CN(CC2)C(=O)OC(C)(C)C)C)=O)C=2C(=NC=CC2C)C(C)C)N=C1[Sn](C)(C)C tert-butyl (S)-4-(6-chloro-1-(M)-(2-isopropyl-4-methylpyridin-3-yl)-2-oxo-7-(trimethylstannyl)-1,2-dihydropyrido[2,3-d]pyrimidin-4-yl)-3-methylpiperazine-1-carboxylate